methyl (E)-4-((2R)-2-(2-(N-(1-(1-(naphthalen-1-yl)ethyl)piperidin-4-yl)cyclobutanecarboxamido)acetamido)propanamido)but-2-enoate C1(=CC=CC2=CC=CC=C12)C(C)N1CCC(CC1)N(C(=O)C1CCC1)CC(=O)N[C@@H](C(=O)NC/C=C/C(=O)OC)C